FC1([C@H](CN(CC1)C1=C(C(=O)NC2=CC(=NC=C2)[S@@](=O)(=N)C)C=C(C(=N1)C)C(F)(F)F)C)F 2-((S)-4,4-difluoro-3-methylpiperidin-1-yl)-6-methyl-N-(2-((R)-S-methylsulfonimidoyl)pyridin-4-yl)-5-(trifluoromethyl)nicotinamide